3,6-Dichloro-1,2-benzenedithiol ClC1=C(C(=C(C=C1)Cl)S)S